FC=1C2=C(C=C(C1)C=1C=NNC1)OCC=1N=C(SC12)N(C1CC(NC(C1)(C)C)(C)C)C 9-Fluoro-N-methyl-7-(1H-pyrazol-4-yl)-N-(2,2,6,6-tetramethylpiperidin-4-yl)-4H-chromeno[3,4-d]thiazol-2-amine